tert-butyl (1-(3-((diphenylmethylene)amino)phenyl)cyclobutyl)carbamate C1(=CC=CC=C1)C(C1=CC=CC=C1)=NC=1C=C(C=CC1)C1(CCC1)NC(OC(C)(C)C)=O